(3R)-tert-Butyl 4-(2-((3-(2,6-dioxopiperidin-3-yl)-1-methyl-1H-indazol-7-yl)amino)-2-oxoethyl)-3-(trifluoromethyl)piperazine-1-carboxylate O=C1NC(CCC1C1=NN(C2=C(C=CC=C12)NC(CN1[C@H](CN(CC1)C(=O)OC(C)(C)C)C(F)(F)F)=O)C)=O